5-oxa-2,7-diazaspiro[3.5]nonane C1NCC12OCNCC2